(R)-3-(isoquinolin-4-yl)-1-(2-methoxy-5-(trifluoromethyl)phenyl)-2-oxoimidazolidine-4-carbonitrile C1=NC=C(C2=CC=CC=C12)N1C(N(C[C@@H]1C#N)C1=C(C=CC(=C1)C(F)(F)F)OC)=O